N-(2-(1H-1,2,4-triazol-1-yl)ethyl)-6-fluoro-N-methyl-2-phenyl-9H-carbazol-3-amine N1(N=CN=C1)CCN(C=1C(=CC=2NC3=CC=C(C=C3C2C1)F)C1=CC=CC=C1)C